Formic acid (2-pyrrolidin-1-yl-ethyl) amide N1(CCCC1)CCNC=O